2-(4-(4-(1-(5-chloropyrimidin-2-yl)piperidin-4-yl)butoxy)-2,6-difluorophenyl)-1-(3-((((2S,3R,4R,5R)-2,3,4,5,6-pentahydroxyhexyl)amino)methyl)-azetidin-1-yl)ethan-1-one ClC=1C=NC(=NC1)N1CCC(CC1)CCCCOC1=CC(=C(C(=C1)F)CC(=O)N1CC(C1)CNC[C@@H]([C@H]([C@@H]([C@@H](CO)O)O)O)O)F